4-(4,4-difluoropiperidine-1-carbonyl)benzoic acid FC1(CCN(CC1)C(=O)C1=CC=C(C(=O)O)C=C1)F